(E)-4,4'-(diazene-1,2-diyl)dianiline ethyl-(S)-2-bromobutyrate C(C)OC([C@H](CC)Br)=O.N(=N\C1=CC=C(N)C=C1)/C1=CC=C(N)C=C1